hydroxyethylidenediphthalic acid OCC(C1=C(C(C(=O)O)=CC=C1)C(=O)O)C1=C(C(C(=O)O)=CC=C1)C(=O)O